FC=1C=NC=C(C1S(=O)(=O)NC=1C(=NC=C(C1)C=1C=C2C(=NC=NC2=CC1)N1CCN(CC1)C(\C=C\C(C)=O)=O)OC)F (E)-3,5-difluoro-N-(2-methoxy-5-(4-(4-(4-oxopent-2-enoyl)piperazin-1-yl)quinazolin-6-yl)pyridin-3-yl)pyridin-4-sulfonamide